S1C(=NC2=C1C=CC=C2)NC(=O)C2=CC=C(CN1CCN(CC1)C(=O)NC1=C(C=CC=C1)Br)C=C2 4-(4-(benzo[d]thiazol-2-ylcarbamoyl)benzyl)-N-(2-bromophenyl)piperazine-1-carboxamide